ClC=1C=C(C=NC1N1N=CC=N1)NC(=O)C=1C=NN(C1C(F)(F)F)C1=CN=CC2=CC=CC=C12 N-(5-Chloro-6-(2H-1,2,3-triazol-2-yl)pyridin-3-yl)-1-(isochinolin-4-yl)-5-(trifluoromethyl)-1H-pyrazol-4-carboxamid